C(C(=C)C)(=O)OCCC[Si](OC(C)C)(OC(C)C)OC(C)C gamma-methacryloxypropyl-tris(2-propoxy)silane